tert-butyl 4-chloro-7-(7-fluoroimidazo[1,2-a]pyridin-3-yl)-3-oxo-1,3-dihydro-2H-pyrrolo[3,4-c]pyridine-2-carboxylate ClC1=NC=C(C2=C1C(N(C2)C(=O)OC(C)(C)C)=O)C2=CN=C1N2C=CC(=C1)F